ClC=1C=C(OC=2C=C(C=CC2)B(O)O)C=CC1 3-(3-chlorophenoxy)phenylboronic acid